CC1=CC=C(C=C1)S(=O)(=O)OCCOCCOCCOCCOCCOCCOCCOCCOC(CN1C(=NC=2C(=NC=3C=CC=CC3C21)NC(C2=CC=CC=C2)(C2=CC=CC=C2)C2=CC=CC=C2)COCC)(C)C 26-(2-(ethoxymethyl)-4-(tritylamino)-1H-imidazo[4,5-c]quinolin-1-yl)-25,25-dimethyl-3,6,9,12,15,18,21,24-octaoxahexacosyl 4-methylbenzenesulfonate